di-n-propyl (diisobutylmethylene)malonate C(C(C)C)C(CC(C)C)=C(C(=O)OCCC)C(=O)OCCC